(4,5-dichloro-2-((1-ethyl-1H-pyrazol-4-yl)amino)-7H-pyrrolo[2,3-d]pyrimidin-7-yl)methanol ClC=1C2=C(N=C(N1)NC=1C=NN(C1)CC)N(C=C2Cl)CO